2-ethyl-2-butyl-1,3-Bis(diphenylphosphino)-propane C(C)C(CP(C1=CC=CC=C1)C1=CC=CC=C1)(CP(C1=CC=CC=C1)C1=CC=CC=C1)CCCC